C(C)(C)(C)OC(=O)N1[C@@H](CN([C@H](C1)C)C=1C2=C(N=CN1)N(C=C2I)C2=NC=CC(=C2)C#N)C (2r,5s)-4-(7-(4-cyanopyridin-2-yl)-5-iodo-7H-pyrrolo[2,3-d]pyrimidin-4-yl)-2,5-dimethylpiperazine-1-carboxylic acid tert-butyl ester